bis[monoethyl(3,5-di-tert-butyl-4-hydroxybenzyl)phosphonate] calcium salt [Ca+2].C(C)C(C1=CC(=C(C(=C1)C(C)(C)C)O)C(C)(C)C)P([O-])([O-])=O.C(C)C(C1=CC(=C(C(=C1)C(C)(C)C)O)C(C)(C)C)P([O-])([O-])=O.[Ca+2]